ClC=1C=C(C(=O)N2CC=3C(=NN4C3C(N(C[C@H]4C)[C@H](C)C4=CC=C(C=C4)S(=O)(=O)NC)=O)C[C@H]2C)C=CC1Cl 4-((R)-1-((3R,7R)-2-(3,4-dichlorobenzoyl)-3,7-dimethyl-10-oxo-1,3,4,7,8,10-hexahydropyrido[4',3':3,4]Pyrazolo[1,5-a]Pyrazin-9(2H)-yl)ethyl)-N-methylbenzenesulfonamide